ethyl 2-ethyl-1-(4-methoxy-6-(3,3,3-trifluoropropyl)pyridin-3-yl)-1H-imidazole-4-carboxylate C(C)C=1N(C=C(N1)C(=O)OCC)C=1C=NC(=CC1OC)CCC(F)(F)F